(3S,4S)-1-(1H-benzo[d]imidazol-5-yl)-4-(2-chloro-4-(1-(trifluoromethyl)-1H-pyrazol-4-yl)phenyl)-3-cyclopropylazetidin-2-one N1C=NC2=C1C=CC(=C2)N2C([C@H]([C@H]2C2=C(C=C(C=C2)C=2C=NN(C2)C(F)(F)F)Cl)C2CC2)=O